2-(cyclopropyl-(methylsulfonyl)methyl)-6-isopropylphenol C1(CC1)C(C1=C(C(=CC=C1)C(C)C)O)S(=O)(=O)C